[6-(3-cyclopropyl-1,2,4-triazol-1-yl)-2-azaspiro[3.3]heptan-2-yl]-[6-[[5-[1-(trifluoromethyl)cyclopropyl]-1H-1,2,4-triazol-3-yl]methyl]-2-azaspiro[3.3]heptan-2-yl]methanone C1(CC1)C1=NN(C=N1)C1CC2(CN(C2)C(=O)N2CC3(C2)CC(C3)CC3=NNC(=N3)C3(CC3)C(F)(F)F)C1